C12(CC3(CC(CC(C1)(C3)O)(C2)O)O)O adamantane-1,3,5,7-tetraol